FC1=C(C(=CC=C1)OC)C1=C(C=NC(=C1)C)C(=O)NC=1SC(=NN1)OCC1CCC(CC1)O[Si](C)(C)C(C)(C)C 4-(2-fluoro-6-methoxyphenyl)-6-methyl-N-(5-(((1s,4s)-4-((tert-butyldimethylsilyl)oxy)cyclohexyl)methoxy)-1,3,4-thiadiazol-2-yl)pyridine-3-carboxamide